C1=CC=CC2=CC=CC(=C12)C(=O)OC(=O)C=1C=CC=C2C=CC=CC12 8-NAPHTHALIC ANHYDRIDE